O1C(=CC=C1)C1=NC(=CC=2N1N=C(N2)C)NC(=O)C2CC2 N-[5-(furan-2-yl)-2-methyl-[1,2,4]triazolo[1,5-c]pyrimidin-7-yl]cyclopropanecarboxamide